FC1=C(C(=C(C(=C1F)F)F)F)/C=C/CCCC#N (5E)-6-(2,3,4,5,6-pentafluorophenyl)hex-5-enenitrile